phenyl[Phenyl(phenyldimethylfluorenyl)triazinyl]dibenzofuran C1(=CC=CC=C1)C1=C(C2=C(OC3=C2C=CC=C3)C=C1)C1=NN=NC(=C1C1=C(C(=C(C=3C2=CC=CC=C2CC13)C1=CC=CC=C1)C)C)C1=CC=CC=C1